ClC1=C2C(=NC=C1)NC(=C2C=2C=CC(=C(C2)NC(C=C)=O)C)C2=CC=C(C=C2)N2CCN(CC2)C N-(5-(4-chloro-2-(4-(4-methylpiperazin-1-yl)phenyl)-1H-pyrrolo[2,3-b]pyridin-3-yl)-2-methylphenyl)acrylamide